C1(=CC=C(C=C1)CN)C1=CC=CC=C1 1-{[1,1'-biphenyl]-4-yl}methanamine